C(C1=CC=CC=C1)ON1C(=CC=CC1=O)C(=O)NCCOCCOCCOCCC(=O)OC1=C(C=CC=C1Cl)Cl 2,6-Dichlorophenyl 3-{2-[2-(2-{[1-(benzyloxy)-6-oxopyridin-2-yl]formamido}ethoxy)ethoxy]ethoxy}propanoate